CC1(C2=CC=CC=C2C=2C=CC(=CC12)C1=C(C=C(C=C1)C1=CC=2C(C3=CC=CC=C3C2C=C1)(C)C)CC(=O)O)C 2-(2,5-bis(9,9-dimethyl-9H-fluorene-2-yl)phenyl)acetic acid